ClC=1C=C(CN2C(=CC3=CC(=CC=C23)OC)C(C)C2=CC=C(C=C2)CC(C)C)C=CC1 1-(3-chlorobenzyl)-2-(1-(4-isobutylphenyl)ethyl)-5-methoxy-1H-indole